C(CCCCCCC\C=C/C\C=C/CCCCC)(=O)OC(C[NH+](CCCC[NH+](CCCCCCCCCCCCCC)CC(CC)OC(CCCCCCC\C=C/C\C=C/CCCCC)=O)CCCCCCCCCCCCCC)CC N1,N4-bis(2-(((9Z,12Z)-octadeca-9,12-dienoyl)oxy)butyl)-N1,N4-ditetradecylbutane-1,4-diaminium